C(#N)C=1C=C(C=CC1)C1=NN2C(N=C(C=C2)C(=O)NCC(C)(C)O)=C1C1=CC(=NC=C1)C 2-(3-Cyanophenyl)-N-(2-hydroxy-2-methyl-propyl)-3-(2-methyl-4-pyridyl)pyrazolo[1,5-a]pyrimidine-5-carboxamide